4-(3-Chloroanilino)-2'-[(2R)-2-methyl-3-{[(5R)-5-methyl-5,6,7,8-tetrahydroquinolin-4-yl]oxy}propyl]-6'-(4-phosphonobutoxy)-2',3'-dihydrospiro[cyclohexane-1,1'-indene]-4-carboxylic acid ClC=1C=C(NC2(CCC3(C(CC4=CC=C(C=C34)OCCCCP(=O)(O)O)C[C@H](COC3=CC=NC=4CCC[C@H](C34)C)C)CC2)C(=O)O)C=CC1